1-(4-(2-chloro-5-(trifluoromethyl)pyrimidin-4-yl)-1H-pyrazol-1-yl)propan-2-ol ClC1=NC=C(C(=N1)C=1C=NN(C1)CC(C)O)C(F)(F)F